N-[4-(4-fluorophenyl)-2,2-dimethylbutyl]-4-methylbenzenesulfonamide FC1=CC=C(C=C1)CCC(CNS(=O)(=O)C1=CC=C(C=C1)C)(C)C